CC1N(CC2N(C1=O)CCN(C2)C(=O)[O-])C(=O)[O-] 3-methyl-4-oxohexahydro-2H-pyrazino[1,2-a]pyrazine-2,8(1H)-dicarboxylate